2-((S)-1-acryloyl-4-(2-(((S)-1-methylpyrrolidin-2-yl)methoxy)-6-(naphthalen-1-ylmethyl)-6H-pyrrolo[3,4-d]pyrimidin-yl)piperazin-2-yl)acetonitrile C(C=C)(=O)N1[C@H](CN(CC1)C=1C=2C(N=C(N1)OC[C@H]1N(CCC1)C)=CN(C2)CC2=CC=CC1=CC=CC=C21)CC#N